ClC1=C(C(=O)C2=CNC3=NC=C(C(=C32)N[C@H]3CO[C@@H](CC3)CO)C#N)C=C(C(=C1)OC1=CC=CC=C1)F 3-(2-chloro-5-fluoro-4-phenoxybenzoyl)-4-(((3R,6S)-6-(hydroxymethyl)tetrahydro-2H-pyran-3-yl)amino)-1H-pyrrolo[2,3-b]pyridine-5-carbonitrile